5-cyclopropyl-4-(((3,3-difluoropiperidin-4-yl)oxy)methyl)-3-(2-(trifluoromethoxy)phenyl)isoxazole hydrochloride Cl.C1(CC1)C1=C(C(=NO1)C1=C(C=CC=C1)OC(F)(F)F)COC1C(CNCC1)(F)F